CC1([C@@H](CC[C@]2(OC=3C(=CC(=CC3C[C@H]12)\C=C\C1=CC(=C(C(=C1)OCC#C)CC=C(C)C)OCC#C)O)C)O)C (2R,4aR,9aR)-1,1,4a-trimethyl-7-((E)-4-(3-methylbut-2-en-1-yl)-3,5-bis(prop-2-yn-1-yloxy)styryl)-2,3,4,4a,9,9a-hexahydro-1H-xanthene-2,5-diol